CC1=C(C(=C(C(=O)P([O-])([O-])[O-])C=C1)C)C.[Li+].ClC1=C(C=CC=C1)[C@@H](CC1=NC2=CC=CC=C2C=C1)NC(C)=O.[Li+].[Li+] (R)-N-(1-(2-chlorophenyl)-2-(quinolin-2-yl)ethyl)acetamide lithium trimethylbenzoyl-phosphite